2-aminoethyl-arginine phosphate P(=O)(O)(O)O.NCCN[C@@H](CCCNC(N)=N)C(=O)O